C(C)N1C=CC=2C(=CC=CC12)O ethyl-1H-indol-4-ol